C1(CCCCC1)N1N=CC(=C1)C=1C=NC=2CCN(CC2C1)C=1C(=C(C=2N(N1)C(=NN2)C(F)(F)F)C)C 3-(1-cyclohexyl-1H-pyrazol-4-yl)-6-(7,8-dimethyl-3-(trifluoromethyl)-[1,2,4]triazolo[4,3-b]pyridazin-6-yl)-5,6,7,8-tetrahydro-1,6-naphthyridine